Tert-butyl 3-(4-oxo-3,4-dihydroquinazolin-2-yl)-[1,4'-bipiperidin]-1'-carboxylate O=C1NC(=NC2=CC=CC=C12)C1CN(CCC1)C1CCN(CC1)C(=O)OC(C)(C)C